4',6'-bis(4-(9H-carbazol-9-yl)phenyl)-4,4''-di(9H-carbazol-9-yl)-5'-(6-methylpyridin-2-yl)-[1,1':2',1''-terphenyl]-3'-carbonitrile C1=CC=CC=2C3=CC=CC=C3N(C12)C1=CC=C(C=C1)C1=C(C(=C(C(=C1C1=NC(=CC=C1)C)C1=CC=C(C=C1)N1C2=CC=CC=C2C=2C=CC=CC12)C1=CC=C(C=C1)N1C2=CC=CC=C2C=2C=CC=CC12)C1=CC=C(C=C1)N1C2=CC=CC=C2C=2C=CC=CC12)C#N